NC1=NC=C(C2=C1C(=NN2C)C2=CC=C(C=C2)NS(=O)(=O)CC)I N-(4-{4-amino-7-iodo-1-methyl-1H-pyrazolo[4,3-c]pyridin-3-yl}phenyl)ethane-1-sulfonamide